COC1=C(N(C2=CC=CC=C2C1=O)C)C1=CC=C(C=C1)OCCCN1CCCC1 3-methoxy-1-methyl-2-(4-(3-(pyrrolidin-1-yl)propoxy)phenyl)quinolin-4(1H)-one